N1=C(C=CC(=C1)CN1CCN(CC1)CC=1C=C2CN(C(C2=CC1)=O)C1C(NC(CC1)=O)=O)C1=CC=NC=C1 3-(5-((4-([2,4'-bipyridin]-5-ylmethyl)piperazin-1-yl)methyl)-1-oxoisoindolin-2-yl)piperidine-2,6-dione